CC1=C(C(=O)C2=NN(C(=C2)O)CC)C=CC(=C1OCCOC)S(=O)(=O)C 2-methyl-3-methoxyethoxy-4-methylsulfonylbenzoyl-1-ethyl-5-hydroxypyrazole